CN1C(CC2(CCN2C(=O)OC(C)(C)C)C1)=O tert-butyl 7-methyl-6-oxo-1,7-diazaspiro[3.4]octane-1-carboxylate